ClC=1C=NC(=C(C(=O)O)C1)NC1=C(C=C(C=C1)F)C(C)C 5-chloro-2-((4-fluoro-2-isopropylphenyl)amino)nicotinic acid